C(C)(C)(C)OC(=O)N1CC2(C1)CC(CC2)N2CCC(CC2)C2=C(C=CC=C2)OC(F)(F)F 6-(4-(2-(trifluoromethoxy)phenyl)piperidine-1-yl)-2-azaspiro[3.4]Octane-2-carboxylic acid tert-butyl ester